(R)-N-(2-(4-carbamoyl-3,5-dimethylphenyl)thieno[3,2-c]pyridin-4-yl)-2-fluoro-4-(1-methyl-1H-1,2,3-triazol-4-yl)-N-(piperidin-3-yl)benzamide C(N)(=O)C1=C(C=C(C=C1C)C1=CC=2C(=NC=CC2S1)N(C(C1=C(C=C(C=C1)C=1N=NN(C1)C)F)=O)[C@H]1CNCCC1)C